[Pb].[Li] lithium-Lead